N-(3-(2-((1,5-dimethyl-1H-pyrazol-3-yl)amino)-5-methylpyrimidin-4-yl)-5-nitro-1H-indol-7-yl)acetamide CN1N=C(C=C1C)NC1=NC=C(C(=N1)C1=CNC2=C(C=C(C=C12)[N+](=O)[O-])NC(C)=O)C